Tetraisopropoxytitanium C(C)(C)O[Ti](OC(C)C)(OC(C)C)OC(C)C